6-bromo-7-hydroxy-3,4-dihydro-2H-1-benzopyran-4-one BrC=1C(=CC2=C(C(CCO2)=O)C1)O